ClC1=NC(=NC(=C1)C1=C(C=CC=C1C)C)NS(=O)(=O)C=1C=C(C(=O)N2CCN(CC(C2)O)C(=O)[O-])C=CC1 4-[3-[[4-chloro-6-(2,6-dimethylphenyl)pyrimidin-2-yl]sulfamoyl]benzoyl]-6-hydroxy-1,4-diazepane-1-carboxylate